C1(CCCC1)NC(C1=CC=C(C(=O)NC2CCC(CC2)C)C=C1)=O N-cyclopentyl-N'-(4-methylcyclohexyl)terephthalamide